FC([C@H](C)NC(O[C@H]1CN(CC1(F)F)C=1C=2N(N=C(C1)C=1C(NC(NC1)=O)=O)C=CN2)=O)(F)F (S)-1-(6-(2,4-dioxo-1,2,3,4-tetrahydropyrimidin-5-yl)imidazo[1,2-b]pyridazin-8-yl)-4,4-difluoropyrrolidin-3-yl ((S)-1,1,1-trifluoropropan-2-yl)carbamate